N-(4-{[6-(5-chloro-2-fluorophenyl)-3-[(3-hydroxypropyl)sulfanyl]pyridazin-4-yl]amino}pyridin-2-yl)-3-(4-methylpiperazin-1-yl)propanamide ClC=1C=CC(=C(C1)C1=CC(=C(N=N1)SCCCO)NC1=CC(=NC=C1)NC(CCN1CCN(CC1)C)=O)F